CN1N=CC=C1C(=O)NC(C(NC1=CC=C2C(=C1)NC(C21CCOCC1)=O)=O)C1[C@@H]2CC[C@H](C1)C2 |r| 2-Methyl-N-{2-oxo-2-[(2-oxo-spiro[1H-indole-3,4'-oxane]-6-yl)amino]-1-[rac-(1R,4S)-bicyclo[2.2.1]heptan-2-yl]-ethyl}pyrazole-3-carboxamide